C(=C)OCC(O)C1CCCCC1 (vinyloxymethyl)cyclohexylmethanol